3-(N-PROPYLAMINOCARBONYL)PHENYLBORONIC ACID C(CC)NC(=O)C=1C=C(C=CC1)B(O)O